BrC1(C(C=CC(C=O)=C1)OC)OC 5-bromo-4,5-dimethoxybenzaldehyde